C1(=CC=CC=C1)C(=[15N]C1CCOCC1)C1=CC=CC=C1 1,1-diphenyl-N-(tetrahydro-2H-pyran-4-yl)methanimine-15N